(2-(5-acetyl-2-methoxyphenyl)acetyl)-L-leucine C(C)(=O)C=1C=CC(=C(C1)CC(=O)N[C@@H](CC(C)C)C(=O)O)OC